4-(2,4-dioxo-6-(trifluoromethyl)-1,4-dihydroquinazolin-3(2H)-yl)isoquinoline 2-oxide O=C1NC2=CC=C(C=C2C(N1C1=C[N+](=CC2=CC=CC=C12)[O-])=O)C(F)(F)F